CC1(COB(OC1)C1=C(C#N)C=CC=C1)C 2-(5,5-dimethyl-1,3,2-dioxaborinan-2-yl)benzonitrile